N-(5-((4-chlorobenzyl)oxy)-1,3,4-thiadiazol-2-yl)-6-ethynyl-4-(2-methoxyphenyl)pyridine-3-carboxamide ClC1=CC=C(COC2=NN=C(S2)NC(=O)C=2C=NC(=CC2C2=C(C=CC=C2)OC)C#C)C=C1